2-Ethylbutyl ((4aR,6R,7aS)-6-(2-amino-6-oxo-1,6-dihydro-9H-purin-9-yl)-2-oxidotetrahydro-4H-furo[3,2-d][1,3,2]dioxaphosphinin-2-yl)-L-alaninate NC=1NC(C=2N=CN(C2N1)[C@H]1C[C@@H]2OP(OC[C@H]2O1)(=O)N[C@@H](C)C(=O)OCC(CC)CC)=O